4,4-dimethyl-3-(3-methylbut-3-enylidene)-2-methylenebicyclo[4.1.0]heptane CC1(C(C(C2CC2C1)=C)=CCC(=C)C)C